dibutoxyphosphoryl chloride C(CCC)OP(=O)(OCCCC)Cl